methyl nonadecanate C(CCCCCCCCCCCCCCCCCC)(=O)OC